3,5-bis(1-(tetrahydro-2H-pyran-2-yl)-1H-pyrazol-4-yl)pyridine O1C(CCCC1)N1N=CC(=C1)C=1C=NC=C(C1)C=1C=NN(C1)C1OCCCC1